3-(4-fluoro-2-methylphenoxy)-N-(4-(methylthio)phenyl)-6-(trifluoromethyl)pyridazine-4-carboxamide FC1=CC(=C(OC=2N=NC(=CC2C(=O)NC2=CC=C(C=C2)SC)C(F)(F)F)C=C1)C